O1[C@@H]2CN([C@H](C3=C1C=CC=C3)C2)C(=O)C2(CCCCC2)C ((2S,5S)-2,3-dihydro-2,5-methanobenzo[f][1,4]oxazepin-4(5H)-yl)(1-methylcyclohexyl)methanone